4-(4-((1R,7S)-2-azabicyclo[5.1.0]octan-2-yl)-8-fluoro-2-(((2R,7aS)-2-fluorotetrahydro-1H-pyrrolizin-7a(5H)-yl)methoxy)pyrido[4,3-d]pyrimidin-7-yl)-5-ethynyl-6-fluoronaphthalen-2-ol [C@@H]12N(CCCC[C@H]2C1)C=1C2=C(N=C(N1)OC[C@]13CCCN3C[C@@H](C1)F)C(=C(N=C2)C2=CC(=CC1=CC=C(C(=C21)C#C)F)O)F